ClC1=C(C=C(C(=O)N2CC=3N=C(N(C(C3C[C@H]2C)=O)[C@H]2C[C@@H](CC2)C(=O)NC)NC(C)C)C=C1)C(F)(F)F (1R,3R)-3-((R)-7-(4-Chloro-3-(trifluoromethyl)benzoyl)-2-(isopropylamino)-6-methyl-4-oxo-5,6,7,8-tetrahydropyrido[3,4-d]pyrimidin-3(4H)-yl)-N-methylcyclopentanecarboxamide